O1CCC(CC1)C=1C=C2C(=NC1)NC(N2)=O 6-tetrahydropyran-4-yl-3H-imidazo[4,5-b]pyridin-2-one